1-[(2-isopropyl-5-methyl-phenyl)carbamothioyl]-3-[4-[3-[1-[4-(trifluoromethoxy)phenyl]-1H-1,2,4-triazol-3-yl]phenyl]butyl]urea C(C)(C)C1=C(C=C(C=C1)C)NC(=S)NC(=O)NCCCCC1=CC(=CC=C1)C1=NN(C=N1)C1=CC=C(C=C1)OC(F)(F)F